2,3-dimethyl-4-(2,2,2-trifluoroethoxy)pyridine-N-oxide CC1=[N+](C=CC(=C1C)OCC(F)(F)F)[O-]